2-Amino-N-[1-(8-chloro-5-pyrazin-2-ylimidazo[1,5-a]pyridin-6-yl)ethyl]pyrazolo[1,5-a]pyrimidine-3-carboxamide NC1=NN2C(N=CC=C2)=C1C(=O)NC(C)C=1C=C(C=2N(C1C1=NC=CN=C1)C=NC2)Cl